FC(OC=1C=NC(=NC1)C=1C(=NC=CN1)C(C)=O)F 1-[3-[5-(difluoro-methoxy)pyrimidin-2-yl]pyrazin-2-yl]-ethanone